tert-butyl N-[(1R)-1-cyclopropyl-4-[7-fluoro-1-oxo-6-[5-(trifluoromethyl)pyrimidin-2-yl]-2-isoquinolyl]butyl]carbamate C1(CC1)[C@@H](CCCN1C(C2=CC(=C(C=C2C=C1)C1=NC=C(C=N1)C(F)(F)F)F)=O)NC(OC(C)(C)C)=O